(4Z)-4-methyl-5-(3-methylphenyl)-4-pentenal C/C(/CCC=O)=C/C1=CC(=CC=C1)C